dichlorotetrakis(2-(2-pyridyl)phenyl)iridium Cl[Ir](C1=C(C=CC=C1)C1=NC=CC=C1)(C1=C(C=CC=C1)C1=NC=CC=C1)(C1=C(C=CC=C1)C1=NC=CC=C1)(C1=C(C=CC=C1)C1=NC=CC=C1)Cl